ClC1=C(C=CC=C1)N1CC2(C3=NC(=CC=C31)C(=O)N)CCCC2 1'-(2-chlorophenyl)-1',2'-dihydrospiro[cyclopentane-1,3'-pyrrolo[3,2-b]pyridine]-5'-carboxamide